tert-butyl(2-chloro-3-fluoropyridin-4-yl) carbamate C(N)(OC1=C(C(=NC=C1C(C)(C)C)Cl)F)=O